FC1=C(NC=2C(C(N(C3=CN=NC(C32)=O)C)=O)C)C=CC(=C1)I 4-(2-fluoro-4-iodo-anilino)-1,3-dimethyl-pyrido[2,3-d]pyridazine-2,5-dione